(5S)-2-[4-Fluoro-3-(trifluoromethyl)benzyl]-3-oxo-2,3,5,6,7,8-hexahydro[1,2,4]triazolo[4,3-a]pyridine-5-carboxylic acid FC1=C(C=C(CN2N=C3N([C@@H](CCC3)C(=O)O)C2=O)C=C1)C(F)(F)F